NC1=C(C=C(N=N1)C1=C(C=CC(=C1)F)O)OC1CN(CCC1)C1=CC=C(C=C1)N1CCNCC1 2-(6-amino-5-((1-(4-(piperazin-1-yl)phenyl)piperidin-3-yl)oxy)pyridazin-3-yl)-4-fluorophenol